propyl-N,N-dimethyl-ammonium C(CC)[NH+](C)C